O[C@H]1[C@@H](O[C@@H]([C@H]1OC)CO)N1C(NC(C=C1)=O)=O 1-((2R,3R,4S,5R)-3-hydroxy-5-(hydroxymethyl)-4-methoxytetrahydrofuran-2-yl)pyrimidine-2,4(1H,3H)-dione